FC1(CCC(CC1)CS(=O)(=O)NC1=C(C=C(C=C1)C1=NC=2C=NC(=NC2N(C1=O)C(C)C)NC1CCC(CC1)N(C)C)F)F 1-(4,4-difluorocyclohexyl)-N-(4-[2-[[4-(dimethylamino)cyclohexyl]amino]-8-isopropyl-7-oxo-pteridin-6-yl]-2-fluoro-phenyl)methanesulfonamide